COC=1C=C(C=CC1OC)/C=C/C(=O)C1=CC=C(C=C1)C1=CC=C(O1)C(=O)O 5-[4-[(E)-3-(3,4-Dimethoxyphenyl)prop-2-enoyl]phenyl]furan-2-carboxylic acid